Cl.N[C@H](CO)C1=CC(=C(C=C1)F)Cl (S)-2-Amino-2-(3-chloro-4-fluorophenyl)ethan-1-ol hydrochloride